tert-butyl N-[5-[[5-[(5-chloro-3-fluoro-2-pyridyl)oxy]-4-methyl-3-pyridyl]methyl]-2-pyridyl]carbamate ClC=1C=C(C(=NC1)OC=1C(=C(C=NC1)CC=1C=CC(=NC1)NC(OC(C)(C)C)=O)C)F